2-methyl-4-(prop-1-yn-1-yl)thiazole CC=1SC=C(N1)C#CC